N'-Hydroxy-5-((1-(4-(trifluoromethyl)phenyl)-1H-1,2,4-triazol-3-yl)amino)picolinimidamide ON=C(C1=NC=C(C=C1)NC1=NN(C=N1)C1=CC=C(C=C1)C(F)(F)F)N